2,4,6-tribromophenoxypropylene BrC1=C(OC=CC)C(=CC(=C1)Br)Br